C(C)(=O)OCC(CC)=O Acetoxybutanone